5'-Chlorospiro[azetidin-3,2'-indene]-1'(3'H)-one ClC=1C=C2CC3(C(C2=CC1)=O)CNC3